O1C(CCCC1)OCC1C2(CC(C1)C2)C(=O)N (((tetrahydro-2H-pyran-2-yl)oxy)methyl)bicyclo[2.1.1]hexane-1-carboxamide